N-(5-{2-[3-fluoro-4-(trifluoromethoxy)phenoxy]ethyl}-1H-indol-3-yl)acetamide FC=1C=C(OCCC=2C=C3C(=CNC3=CC2)NC(C)=O)C=CC1OC(F)(F)F